4-(6-chloro-4-{3,8-diazabicyclo[3.2.1]oct-3-yl}-8-fluoro-2-{[(2S)-1-methylpyrrolidin-2-yl]methoxy}quinazolin-7-yl)-5-fluoronaphthalene-2-ol ClC=1C=C2C(=NC(=NC2=C(C1C1=CC(=CC2=CC=CC(=C12)F)O)F)OC[C@H]1N(CCC1)C)N1CC2CCC(C1)N2